(S)-N-(2-(1-(3-chloro-5',6-dimethyl-2-carbonyl-4-((2,4,6-trifluorophenyl)methoxy-d2)-2H-[1,4'-bipyridine]-2'-yl)-4-fluoro-1H-pyrazol-3-yl)propan-2-yl)acetamide ClC=1C(N(C(=CC1OC([2H])([2H])C1=C(C=C(C=C1F)F)F)C)C1=CC(=NC=C1C)N1N=C(C(=C1)F)C(C)(C)NC(C)=O)=C=O